(nicotinamide) benzoate C(C1=CC=CC=C1)(=O)O.C(C1=CN=CC=C1)(=O)N